(9H-fluoren-9-yl)methyl (S)-4-(2-amino-3-(tert-butoxy)-3-oxopropyl)-1H-imidazole-1-carboxylate N[C@@H](CC=1N=CN(C1)C(=O)OCC1C2=CC=CC=C2C=2C=CC=CC12)C(=O)OC(C)(C)C